4-chloro-2-(2,2-diethoxyethyl)pyrazole-3-carbonitrile ClC1=C(N(N=C1)CC(OCC)OCC)C#N